(2S)-1-{[6-(cyanomethoxy)-2-(2-methylbiphenyl-3-yl)-1,3-benzooxazol-5-yl]methyl}piperidine-2-carboxylic acid C(#N)COC1=CC2=C(N=C(O2)C=2C(=C(C=CC2)C2=CC=CC=C2)C)C=C1CN1[C@@H](CCCC1)C(=O)O